rac-(7S)-N-[rac-(3S)-5-methyl-4-oxo-2,3-dihydro-1,5-benzoxazepin-3-yl]spiro[5H-furo[3,4-d]pyrimidine-7,3'-tetrahydrofuran]-2-carboxamide CN1C([C@H](COC2=C1C=CC=C2)NC(=O)C=2N=CC1=C(N2)[C@@]2(COCC2)OC1)=O |r|